ClC=1C=C(OC2C(C(C2(C)C)NC(C2=CN=C(C=C2)N2CCNCC2)=O)(C)C)C=CC1C#N N-((1r,3r)-3-(3-chloro-4-cyanophenoxy)-2,2,4,4-Tetramethylcyclobutyl)-6-(piperazin-1-yl)nicotinamide